C(C1=CC=CC=C1)N1[C@H]2CC(C[C@@H]1CC2)(O)C2=CC=C(C=C2)C2=CC(=CC1=CC(=CC=C21)C2=CC=C(C=C2)C(F)(F)F)C(=O)OCC Ethyl 4-(4-((1R,3r,5S)-8-benzyl-3-hydroxy-8-azabicyclo[3.2.1]octan-3-yl)phenyl)-7-(4-(trifluoromethyl)phenyl)-2-naphthoate